4'-((2-(tert-Butyl)-1H-imidazol-1-yl)methyl)-5-isobutyl-N-(pyrimidin-2-yl)-[1,1'-biphenyl]-2-sulfonamide C(C)(C)(C)C=1N(C=CN1)CC1=CC=C(C=C1)C=1C(=CC=C(C1)CC(C)C)S(=O)(=O)NC1=NC=CC=N1